3,3'-Bis(methoxymethoxy)[1,1'-biphenyl]-4,4'-dicarboxaldehyde COCOC=1C=C(C=CC1C=O)C1=CC(=C(C=C1)C=O)OCOC